Ethyl 6-(6-methylpyridin-2-yl)-5-{[1,2,4]triazolo[1,5-a]pyridin-6-yl}-1H,2H,3H-imidazo[1,2-a][1,3]diazole-2-carboxylate CC1=CC=CC(=N1)C=1N=C2N(CC(N2)C(=O)OCC)C1C=1C=CC=2N(C1)N=CN2